FC(CN1N=NC2=C1C=C(C=C2)C2=CNC=1N=C(N=C(C12)OC([2H])([2H])[2H])NC1CCC(CC1)OC)F 5-(1-(2,2-difluoroethyl)-1H-benzo[d][1,2,3]triazol-6-yl)-4-(methoxy-d3)-N-((1s,4s)-4-methoxycyclohexyl)-7H-pyrrolo[2,3-d]pyrimidin-2-amine